N-Ethyl-3-methyl-4-((7-methyl-8-oxo-9-(tetrahydro-2H-pyran-4-yl)-8,9-dihydro-7H-purin-2-yl)amino)benzamide cobalt-chromium-nickel-iron-molybdenum-tungsten [W].[Mo].[Fe].[Ni].[Cr].[Co].C(C)NC(C1=CC(=C(C=C1)NC1=NC=C2N(C(N(C2=N1)C1CCOCC1)=O)C)C)=O